2-(1H-Benzimidazol-1-yl)-1H-pyrrole-1-carboxylic acid tert-butyl ester C(C)(C)(C)OC(=O)N1C(=CC=C1)N1C=NC2=C1C=CC=C2